tert-butyl 2-(3,6-bis(3,4-dichlorophenylamino)-9H-carbazol-9-yl)ethylcarbamate ClC=1C=C(C=CC1Cl)NC=1C=CC=2N(C3=CC=C(C=C3C2C1)NC1=CC(=C(C=C1)Cl)Cl)CCNC(OC(C)(C)C)=O